3-(bromomethyl)-1-isopropyl-1H-pyrazole BrCC1=NN(C=C1)C(C)C